FC1=C(C=CC=C1)C1=CN=C(S1)C(=O)[C@@H]1CN(CCO1)C(=O)C1=CC(C2N(N1)CC=C2)=O 2-((S)-2-(5-(2-fluorophenyl)thiazole-2-carbonyl)morpholine-4-carbonyl)-4a,7-dihydropyrrolo[1,2-b]pyridazin-4(1H)-one